5-chloro-N-(2,4-difluoro-3-[5-fluoro-1-[2-(oxan-2-yl)pyrazol-3-yl]imidazo[1,5-a]pyridin-6-yl]phenyl)-2-methoxypyridine-3-sulfonamide ClC=1C=C(C(=NC1)OC)S(=O)(=O)NC1=C(C(=C(C=C1)F)C=1C=CC=2N(C1F)C=NC2C=2N(N=CC2)C2OCCCC2)F